(2,4,6-Trimethylbenzoyl)(3,4-xylyl)phenylphosphine oxide CC1=C(C(=O)P(C2=CC=CC=C2)(C2=CC(=C(C=C2)C)C)=O)C(=CC(=C1)C)C